tert-Butyl (E)-4-(3-(3-Ethoxyacryloyl)ureido)piperidine-1-carboxylate C(C)O/C=C/C(=O)NC(NC1CCN(CC1)C(=O)OC(C)(C)C)=O